meta-aminobenzenesulphonate NC=1C=C(C=CC1)S(=O)(=O)[O-]